C(C)OC(=O)C1(CC(C1)CN1N(CC2C1C(CN2C(=O)OC(C)(C)C)O)C(=O)OC(C)(C)C)C (cis)-di-tert-Butyl 1-((3-(ethoxycarbonyl)-3-methylcyclobutyl) methyl)-6-hydroxyhexahydropyrrolo[3,2-c]pyrazole-2,4-dicarboxylate